tert-butyl (2-oxo-1-(5-(prop-2-yn-1-yloxy)pentyl)-5-(2,3,6-trifluorophenyl)piperidin-3-yl)carbamate O=C1N(CC(CC1NC(OC(C)(C)C)=O)C1=C(C(=CC=C1F)F)F)CCCCCOCC#C